C1(=CCCC1)C[C@H](N)C(=O)O β-cyclopenten-1-yl-alanine